FC=1C=C(C=CC1OC1=CC=NC2=CC(=C(C=C12)OC)OCCCN1CCC(CC1)C)C=1N(C(C(=NC1)C(=O)N)=O)C1=CC=C(C=C1)F (3-fluoro-4-{6-methoxy-7-[3-(4-methyl-1-piperidinyl)propoxy]quinolin-4-yloxy}phenyl)-3-oxo-4-(4-fluorophenyl)-3,4-dihydropyrazine-2-carboxamide